4,4-dimethyl-2-cyclohexen-1-one CC1(C=CC(CC1)=O)C